N-{5-[(1-{4-[(3R)-2,6-DIOXOPIPERIDIN-3-YL]PHENYL}PIPERIDIN-4-YL)METHYL]-5-AZASPIRO[3.5]NONAN-8-YL}-1-[6-(2-HYDROXYPHENYL)PYRIDAZIN-4-YL]-4-(PYRIDIN-2-YL)PIPERIDINE-4-CARBOXAMIDE O=C1NC(CC[C@@H]1C1=CC=C(C=C1)N1CCC(CC1)CN1C2(CCC2)CC(CC1)NC(=O)C1(CCN(CC1)C1=CN=NC(=C1)C1=C(C=CC=C1)O)C1=NC=CC=C1)=O